FC=1C=C(C=C(C1CN[C@@H]1COCC1)OC)C=1C(=C(C=CC1)C1=C(C(=CC=C1)NC(=O)C=1C(N(C(NC1)=O)C)=O)C)C (S)-N-(3''-fluoro-5''-methoxy-2,2'-dimethyl-4''-(((tetrahydrofuran-3-yl)amino)methyl)-[1,1':3',1''-terphenyl]-3-yl)-3-methyl-2,4-dioxo-1,2,3,4-tetrahydropyrimidine-5-carboxamide